[Ni].CC1=COC=C1 (3-methylfuran) nickel